tert-butyl N-[(1S)-1-(methoxymethyl)-2-(2,4,6-trichloropyrimidin-5-yl)oxy-ethyl]carbamate COC[C@@H](COC=1C(=NC(=NC1Cl)Cl)Cl)NC(OC(C)(C)C)=O